C(C)(C)(C)O[Si](Cl)(OC)OC tertiary butyl-oxydimethoxychlorosilane